2,6-bis[4-(S)-naphthyl-2-oxazolyl]pyridine C1(=CC=CC2=CC=CC=C12)C=1N=C(OC1)C1=NC(=CC=C1)C=1OC=C(N1)C1=CC=CC2=CC=CC=C12